C1(C=CC2=CC=CC3=CC=CC1=C23)=O 1H-phenalen-1-one